5-(6-chlorochroman-3-yl)-2-(2-chlorophenyl)-4,5,6,7-tetrahydro-3H-imidazo[4,5-c]pyridine, trifluoroacetic acid salt FC(C(=O)O)(F)F.ClC=1C=C2CC(COC2=CC1)N1CC2=C(CC1)N=C(N2)C2=C(C=CC=C2)Cl